ClC=1C=CC2=C(N=C(S2)C2(COC2)CN(C)C)C1 1-[3-(5-chloro-1,3-benzothiazol-2-yl)oxetan-3-yl]-N,N-dimethyl-methanamine